NCCC1=CN(C2=CC=C(C=C12)O)C1CCN(CC1)[C@@H]1CC[C@@H](CC1)C(C)C 3-(2-aminoethyl)-1-(1-(cis-4-isopropylcyclohexyl)piperidin-4-yl)-1H-indol-5-ol